5-((5-Chloro-2-(1,3-dimethyl-1H-pyrazol-5-yl)pyrimidin-4-yl)amino)-3-(3-hydroxy-3-methylbutyl)-1-methyl-1,3-dihydro-2H-benzo[d]imidazol-2-on ClC=1C(=NC(=NC1)C1=CC(=NN1C)C)NC1=CC2=C(N(C(N2CCC(C)(C)O)=O)C)C=C1